5-{2-acetyl-7-[7-(difluoromethyl)-6-(1-methylpyrazol-4-yl)-3,4-dihydro-2H-quinolin-1-yl]-1,3-dihydroisoindol-5-yl}-1,3-oxazine-2-one C(C)(=O)N1CC2=C(C=C(C=C2C1)C=1C=NC(OC1)=O)N1CCCC2=CC(=C(C=C12)C(F)F)C=1C=NN(C1)C